COC=1C=C2C(=CN1)N(C=C2)CC(C)(N(C)C)C 1-(5-methoxy-1H-pyrrolo[2,3-c]pyridin-1-yl)-N,N,2-trimethylpropan-2-amine